CC1=NN=C2N1C=C(C=C2)C[C@@H]2CC[C@H](CC2)C(=O)O trans-4-[(3-methyl-[1,2,4]triazolo[4,3-a]pyridin-6-yl)methyl]cyclohexanecarboxylic acid